C\C=C/CCCCCCC cis-2-decene